[Sn].[N+](=O)([O-])C1=CC=C(C=N1)OC1=CC(=NC=C1)N1N=CN=C1 4-((6-nitropyridin-3-yl)oxy)-2-(1H-1,2,4-triazol-1-yl)pyridine tin